L-aspartate sodium salt [Na+].N[C@@H](CC(=O)[O-])C(=O)[O-].[Na+]